C1(=CC=CC=C1)C1=NC(=NC(=N1)C1=CC=CC=C1)C1=C(C=CC=C1)C1=CC(=NC(=C1C1=CC=C(C=C1)N1C2=CC=C(C=C2C=2C=C(C=CC12)C)C)C=1C=CC=2N(C3=CC=CC=C3C2C1)C1=CC=CC=C1)C1=CC=C(C=C1)N1C2=CC=C(C=C2C=2C=C(C=CC12)C)C 9,9'-((4-(2-(4,6-diphenyl-1,3,5-triazin-2-yl)phenyl)-6-(9-phenyl-9H-carbazol-3-yl)pyridine-2,5-diyl)bis(4,1-phenylene))bis(3,6-dimethyl-9H-carbazole)